C1(=CC=CC=C1)S(=O)(=O)N1C=CC2=C(C=CC=C12)CNCCO 2-(((1-(phenylsulfonyl)-1H-indol-4-yl)methyl)amino)ethan-1-ol